(2r,3s,5r)-5-(6-amino-2-fluoro-9H-purin-9-yl)-2-(hydroxymethyl)-2-vinyltetrahydrofuran-3-ol NC1=C2N=CN(C2=NC(=N1)F)[C@H]1C[C@@H]([C@@](O1)(C=C)CO)O